COC=1C=C(C=CC1OC)C1=CC=NC=2N1N=C(C2)C(=O)NC=2C=C(C(=O)OC)C=CC2 methyl 3-(7-(3,4-dimethoxyphenyl)pyrazolo[1,5-a]pyrimidine-2-carboxamido)benzoate